C(C)(C)(C)OC(=O)N[C@H](C(=O)N1[C@@H]([C@H]2C([C@H]2C1)(C)C)C(=O)OC)C(CO)(C)C methyl (1R,2S,5S)-3-((S)-2-((tert-butoxycarbonyl)amino)-4-hydroxy-3,3-dimethylbutanoyl)-6,6-dimethyl-3-azabicyclo[3.1.0]hexane-2-carboxylate